OC(COC1=CC=C(C=C1)C(C)(C)C1=CC=C(C=C1)OCC(COC(C(=C)C)=O)O)COC(C(=C)C)=O 2,2-Bis-[4-(2-hydroxy-3-methacryloxy-propoxy)phenyl]propan